3-(6-(Difluoromethyl)-6,7-dihydro-5H-pyrrolo[1,2-a]imidazol-2-yl)-N-(4-methoxybenzyl)-N-methyl-4-((5-(trifluoromethyl)pyridin-2-yl)amino)benzenesulfonamide FC(C1CC=2N(C=C(N2)C=2C=C(C=CC2NC2=NC=C(C=C2)C(F)(F)F)S(=O)(=O)N(C)CC2=CC=C(C=C2)OC)C1)F